C1(=CC=CC=C1)C(CC(CCCCCCC)=O)=O 1-phenyl-decane-1,3-dione